CC1=CN=C2N1C1=CC(=CC=C1N=C2NCCN)C N-(1,8-dimethyl-imidazo[1,2-a]quinoxaline-4-yl)-1,2-ethylenediamine